N-(4-(7-methoxy-6-(pyridin-3-ylmethoxy)quinazolin-4-yl)phenyl)-2-(4-(trifluoromethyl)phenyl)acetamide silver(I) [Ag+].COC1=C(C=C2C(=NC=NC2=C1)C1=CC=C(C=C1)NC(CC1=CC=C(C=C1)C(F)(F)F)=O)OCC=1C=NC=CC1